tert-Butyl 4-[4-[3-chloro-5-[(1R)-1-(5-fluoro-2-pyridyl)ethoxy]imidazo[1,2-c]pyrimidin-7-yl]-5-methyl-pyrazol-1-yl]piperidine-1-carboxylate ClC1=CN=C2N1C(=NC(=C2)C=2C=NN(C2C)C2CCN(CC2)C(=O)OC(C)(C)C)O[C@H](C)C2=NC=C(C=C2)F